2-chloro-2-(3,3-dimethoxycyclopentyl)acetaldehyde ClC(C=O)C1CC(CC1)(OC)OC